BrC1=CC=C(C=C1)C12CC(C1)(C2)CO [3-(4-bromophenyl)-1-bicyclo[1.1.1]pentyl]methanol